tert-Butyl (2S,4R)-4-hydroxy-2-((2-hydroxy-4-(4-methylthiazol-5-yl)benzyl)carbamoyl)pyrrolidine-1-carboxylate O[C@@H]1C[C@H](N(C1)C(=O)OC(C)(C)C)C(NCC1=C(C=C(C=C1)C1=C(N=CS1)C)O)=O